ClC=1C=C(C=CC1OC(C)C)N1N=NC(=C1)CNC1=CC(=NC(=C1)C(F)(F)F)C=1C=NC=CC1 N-((1-(3-Chloro-4-isopropoxyphenyl)-1H-1,2,3-triazol-4-yl)methyl)-6-(trifluoromethyl)-[2,3'-bipyridin]-4-amine